5-((5-fluoro-3-(2,2,2-trifluoroethoxy)pyridin-2-yl)oxy)-3,6-dimethyl-N-(4-methyl-1,1-dioxidotetrahydro-2H-thiopyran-4-yl)-3H-imidazo[4,5-b]pyridine-2-carboxamide FC=1C=C(C(=NC1)OC1=C(C=C2C(=N1)N(C(=N2)C(=O)NC2(CCS(CC2)(=O)=O)C)C)C)OCC(F)(F)F